OCCN(C1=NC(=NC(=N1)NCC1=CC(=CC=C1)F)N1C(CCCC1)C(=O)N1CCOCC1)CCO (1-(4-(bis(2-hydroxyethyl)amino)-6-((3-fluorobenzyl)amino)-1,3,5-triazin-2-yl)piperidin-2-yl)(morpholino)methanone